FC1=CC(=C(N)C=C1)CCNC1=CC=CC=C1 4-fluoro-2-(2-(phenylamino)-ethyl)aniline